N(=[N+]=[N-])CCC1=CC=C(C=C1)C(=N)NC(OC(C)(C)C)=O tert-butyl ((4-(2-azidoethyl)phenyl)(imino)methyl)carbamate